FC1=CC=C(C=C1)C(COC)O 1-(4-fluorophenyl)-2-methoxyethan-1-ol